CNC1=CC=C(C=N1)S(=O)(=O)N 6-(methylamino)pyridine-3-sulfonamide